(S)-1-(3-bromo-5-chlorophenyl)-2-(2-((tert-butoxycarbonyl)amino)ethoxy)ethyl methanesulfonate CS(=O)(=O)O[C@H](COCCNC(=O)OC(C)(C)C)C1=CC(=CC(=C1)Cl)Br